N1(CCOCC1)C=1OC2=CC=C(C=C2C(C1)=O)C1=C(C=CC=C1)C1=CC=CC=C1 2-Morpholin-4-yl-6-(2-phenylphenyl)chromen-4-one